(2-amino-[1,2,4]triazolo[1,5-a]pyridin-7-yl)-N-(3,3-difluoro-3-(4-fluorophenyl)-2-hydroxypropyl)-2-fluoro-6-methylbenzamide NC1=NN2C(C=C(C=C2)C=2C(=C(C(=O)NCC(C(C3=CC=C(C=C3)F)(F)F)O)C(=CC2)C)F)=N1